NC1=CC(=C(OC=2C=C(C(NN2)=O)C2CCC2)C(=C1)Cl)Cl 6-(4-amino-2,6-dichlorophenoxy)-4-cyclobutyl-2H-pyridazin-3-one